1,3-bis(t-butyl-isopropyl-peroxy)benzene C(C)(C)(C)C(C)(C)OOC1=CC(=CC=C1)OOC(C)(C)C(C)(C)C